6-[4-({5-[(3S,4S)-4-amino-3-methyl-2-oxa-8-azaspiro[4.5]decan-8-yl]-6-(hydroxymethyl)-3-methylpyrazin-2-yl}sulfanyl)-3-chloropyridin-2-yl]-1λ6-thia-6-azaspiro[3.3]heptane-1,1-dione N[C@@H]1[C@@H](OCC12CCN(CC2)C=2N=C(C(=NC2CO)SC2=C(C(=NC=C2)N2CC1(CCS1(=O)=O)C2)Cl)C)C